C(CCCCCCC\C=C/C\C=C/CCCCC)OC(CCCCCCCCCCCCCCCCC(=O)[O-])(OCCCCCCCC\C=C/C\C=C/CCCCC)OCCCCCCCC\C=C/C\C=C/CCCCC trilinoleoxystearate